BrC1=C(C=CC2=C1C=C(O2)C(=O)O)N2CCN(CC2)C(C2=CC(=CC=C2)OC)=O 4-bromo-5-[4-(3-methoxy-benzoyl)-piperazin-1-yl]-benzofuran-2-carboxylic acid